[Sn]=S.[Li] Lithium Tin Sulfide